4-hydroxy-3,5,6-trifluoro-phthalic anhydride OC=1C(=C2C(C(=O)OC2=O)=C(C1F)F)F